FC(CC(F)(F)F)F 1,1,3,3,3-pentafluoropropane